C(#N)C1(CC1)NS(=O)(=O)C1=CC=C2C3=C(NC2=C1)N=CN=C3C=3C[C@@H](N(CC3)C(=O)OC(C)(C)C)C tert-butyl (S)-4-(7-(N-(1-cyanocyclopropyl) sulfamoyl)-9H-pyrimido[4,5-b]indol-4-yl)-2-methyl-3,6-dihydropyridine-1(2H)-carboxylate